azetidin-3-ylmethyl 6-[[4-[[2-(6-methyl-2-pyridyl)pyrimidin-4-yl]amino]pyrimidin-2-yl]amino]pyridine-3-carboxylate CC1=CC=CC(=N1)C1=NC=CC(=N1)NC1=NC(=NC=C1)NC1=CC=C(C=N1)C(=O)OCC1CNC1